6-Amino-7-(3-(benzyloxy)-2,6-dimethylphenyl)-3-cyclopropyl-3H-imidazo[4,5-b]pyridine-5-carbonitrile NC=1C(=C2C(=NC1C#N)N(C=N2)C2CC2)C2=C(C(=CC=C2C)OCC2=CC=CC=C2)C